7-((5-(4-methylpiperazin-1-yl)pyridin-2-yl)amino)-4-(2-(tetrahydrofuran-3-yl)pyridin-4-yl)isoindol-1-one CN1CCN(CC1)C=1C=CC(=NC1)NC=1C=CC(=C2C=NC(C12)=O)C1=CC(=NC=C1)C1COCC1